N-(o-tolylmethyl)propan-2-amine C1(=C(C=CC=C1)CNC(C)C)C